NC1=C2N=CN(C2=NC(=N1)F)[C@H]1CC([C@H](O1)COC(C1=CC=CC=C1)(C1=CC=C(C=C1)OC)C1=CC=C(C=C1)OC)OP(OCCC#N)N(C(C)C)C(C)C 3-[[(2R,5R)-5-(6-amino-2-fluoro-purin-9-yl)-2-[[bis(4-methoxyphenyl)-phenyl-methoxy]methyl]tetrahydrofuran-3-yl]oxy-(diisopropylamino)phosphanyl]oxypropanenitrile